5-chloro-2-[1-[4-(5-methoxy-3-pyridyl)triazol-1-yl]ethyl]pyridazin-3-one ClC1=CC(N(N=C1)C(C)N1N=NC(=C1)C=1C=NC=C(C1)OC)=O